3-propanesulfonyl ketone tert-Butyl-3-[1-(tert-butoxycarbonyl)-5,6-dihydro-2H-pyridin-3-yl]indole-1-carboxylate C(C)(C)(C)OC(=O)N1C=C(C2=CC=CC=C12)C=1CN(CCC1)C(=O)OC(C)(C)C.CCCS(=O)(=O)C(=O)S(=O)(=O)CCC